COC(\C(=C(\N1C(C=CC2=CC=CC=C12)=O)/C1=NC=C(C=C1)Br)\C)=O (E)-3-(5-bromopyridin-2-yl)-2-methyl-3-(2-oxoquinolin-1(2H)-yl)acrylic acid methyl ester